OCCCN1C(N(C=2N=C(N(C2C1=O)CCCOC)OC1=CC(=CC=C1)OC(F)(F)F)C)=O 1-(3-hydroxypropyl)-7-(3-methoxypropyl)-3-methyl-8-(3-(trifluoromethoxy)phenoxy)-1H-purine-2,6(3H,7H)-dione